FC=1C(=NC=C(C1)F)NC1CCC(CC1)OC1=C2C=C(C=NC2=CC(=N1)N1CCOCC1)NS(=O)(=O)C N-[5-[4-[(3,5-difluoro-2-pyridyl)amino]cyclohexoxy]-7-morpholino-1,6-naphthyridin-3-yl]methanesulfonamide